F[C@H]1O[C@H]1C(F)(F)F (2R,3R)-2-fluoro-3-(trifluoromethyl)oxirane